tert-butyl 4-(1-tetrahydropyran-2-yl-6-tetrahydropyran-4-yl-pyrrolo[3,2-f]indazol-7-yl)benzoate O1C(CCCC1)N1N=CC2=CC3=C(C=C12)N(C(=C3)C3CCOCC3)C3=CC=C(C(=O)OC(C)(C)C)C=C3